1-(1,3-Benzoxazol-4-yl)-N-[4-(chlorodifluoro-methoxy)phenyl]-6-oxo-1,6-dihydropyridine-3-carboxamide O1C=NC2=C1C=CC=C2N2C=C(C=CC2=O)C(=O)NC2=CC=C(C=C2)OC(F)(F)Cl